C(C)(C)(C)[Si](C)(C)Cl tert-Butyl-(chloro)dimethylsilane